ICCCC iodo-butane